[Mg+2].C(C)C(C(=O)[O-])CC.C(C)C(C(=O)[O-])CC 2-ethyl-butanoic acid magnesium salt